NC1=C(C=CC(=C1)NCC1=CC=C(C=C1)C(F)(F)F)NC([C@@H]([C@H](CCCCCCC)F)F)=O (2S,3S)-N-(2-Amino-4-((4-(trifluoromethyl)benzyl)amino)phenyl)-2,3-difluorodecanamid